(S)-N-((S)-1-cyclohexyl-2-(4-(6-fluoro-1-(2-methoxyethyl)-1H-indole-2-carbonyl)piperazin-1-yl)-2-oxoethyl)-2-(meth-ylamino)propanamide C1(CCCCC1)[C@@H](C(=O)N1CCN(CC1)C(=O)C=1N(C2=CC(=CC=C2C1)F)CCOC)NC([C@H](C)NC)=O